NC=1NC(C=2N=CN(C2N1)[C@H]1[C@@H](C=C(O1)CO[P@](=O)(OC1=CC=CC=C1)N[C@H](C(=O)OC(C)C)C)O)=O propan-2-yl (2S)-2-{[(S)-{[(4R,5R)-5-(2-amino-6-oxo-6,9-dihydro-1H-purin-9-yl)-4-hydroxy-4,5-dihydrofuran-2-yl]methoxy}(phenoxy)phosphoryl]amino}propanoate